O1C(C1)COC(=O)C1C(CCCC1)C(=O)OCC1OC1 cyclohexane-1,2-dicarboxylic acid di(oxiranylmethyl) ester